titanium isostearate isopropoxide CC([O-])C.C(CCCCCCCCCCCCCCC(C)C)(=O)[O-].[Ti+2]